CC1(OB(OC1(C)C)C=1C=C2C=CN=C(C2=CC1)CC(C)=O)C 1-(6-(4,4,5,5-tetramethyl-1,3,2-dioxaborolan-2-yl)isoquinolin-1-yl)propan-2-one